methyl 5-chloro-6-(methylsulfonyl)-1H-indole-2-carboxylate ClC=1C=C2C=C(NC2=CC1S(=O)(=O)C)C(=O)OC